1-(7Z,10Z,13Z,16Z-docosatetraenoyl)-2-(9Z-hexadecenoyl)-glycero-3-phosphoserine CCCCCC/C=C\CCCCCCCC(=O)O[C@H](COC(=O)CCCCC/C=C\C/C=C\C/C=C\C/C=C\CCCCC)COP(=O)(O)OC[C@@H](C(=O)O)N